(1S,2R)-2,3-dihydro-1-hydroxy-1H-indene-2-carboxylic acid hydrazide O[C@H]1[C@@H](CC2=CC=CC=C12)C(=O)NN